(S)-4-(3-fluorobenzyl)-N-(5-methyl-4-oxo-7-(2-(6-oxo-4-(trifluoromethyl)pyridazin-1(6H)-yl)ethoxy)-2,3,4,5-tetrahydrobenzo[b][1,4]oxazepin-3-yl)-1H-pyrazole-1-carboxamide FC=1C=C(CC=2C=NN(C2)C(=O)N[C@@H]2C(N(C3=C(OC2)C=CC(=C3)OCCN3N=CC(=CC3=O)C(F)(F)F)C)=O)C=CC1